2-amino-6-borono-2-(1-phenethylpiperidin-4-yl)hexanoic acid NC(C(=O)O)(CCCCB(O)O)C1CCN(CC1)CCC1=CC=CC=C1